ClC1=C(C=2N=C(N=C(C2C(=N1)C)N1CCCCC1)SC)F (R)-1-(7-chloro-5-methyl-8-fluoro-2-(methylthio)pyrido[4,3-d]pyrimidin-4-yl)piperidine